R-(-)-2-[2-[4-[4-(chlorophenyl)benzyl]-1-piperazinyl]ethoxy]acetic acid dihydrochloride Cl.Cl.ClC1=C(C=CC=C1)C1=CC=C(CN2CCN(CC2)CCOCC(=O)O)C=C1